OCCN1N=CC(=C1)C1=C2C[C@@H](N([C@H](C2=CC=C1)C)C(CC1=C(C=CC=C1)Cl)=O)CO 1-((1s,3r)-5-(1-(2-hydroxyethyl)-1H-pyrazol-4-yl)-3-(hydroxymethyl)-1-methyl-3,4-dihydroisoquinolin-2(1H)-yl)-2-(2-chlorophenyl)ethan-1-one